IC1=CC=C(C=C1)CCCC(=O)N1CCN(CCNCCN(CC1)CC(=O)OC(C)(C)C)CC(=O)OC(C)(C)C Di-tert-butyl 2,2'-(4-(4-(4-iodophenyl)butanoyl)-1,4,7,10-tetraazacyclododecane-1,7-diyl)diacetate